(1S,2R,4S)-2-(mercapto-methyl)-4-methyl-2-((methylthio)methyl)quinuclidin-3-one SC[C@@]1(N2CCC(C1=O)(CC2)C)CSC